NC1=CC=C(OCCCS(=O)(=O)O)C=C1 3-(4-aminophenoxy)propan-1-sulfonic acid